ClC1=C(C=C(N=N1)N(C=1SC=C(N1)C(=O)OCC)CCC)C ethyl 2-[(6-chloro-5-methylpyridazin-3-yl)(propyl)amino]-1,3-thiazole-4-carboxylate